ClC=1C(=C(C=CC1Cl)O)C1=CC=2N(C=C1)C=C(N2)OC2CCNCC2 3,4-dichloro-2-(2-(piperidin-4-yloxy)imidazo[1,2-a]pyridin-7-yl)phenol